C1(=CC=CC=C1)S(=O)(=O)C1(C(C(=C(C(=C1)OC)OC)OC)C=1N=CN(C1)C1=CN(C2=CC=CC=C12)S(=O)(=O)C1=CC=CC=C1)C=O (1-(benzenesulfonyl)-2-(1-(benzenesulfonyl-1H-indol-3-yl)-1H-imidazol-4-yl)3,4,5-trimethoxyphenyl)methanone